4-bromo-2-(4-chloro-2-methylphenyl)-2-methylbenzo[d][1,3]dioxole BrC1=CC=CC=2OC(OC21)(C)C2=C(C=C(C=C2)Cl)C